tert-butyl (S)-3-((7-((tert-butoxycarbonyl)(4-(pyridin-2-yl)benzyl)amino)-3-cyclopropylpyrazolo[1,5-a]pyrimidin-5-yl)oxy)pyrrolidine-1-carboxylate C(C)(C)(C)OC(=O)N(C1=CC(=NC=2N1N=CC2C2CC2)O[C@@H]2CN(CC2)C(=O)OC(C)(C)C)CC2=CC=C(C=C2)C2=NC=CC=C2